5-phenyl-1H-pyrrolo[2,3-c]pyridin-3-amine C1(=CC=CC=C1)C=1C=C2C(=CN1)NC=C2N